C=1(C(=C(C(=CC1)C)N)N)C p-Xylendiamin